FC(OC=1C(=CC2=C(NCC(O2)(C)C)C1)C1=NN(C=C1NC(=O)C=1C=NN2C1N=CC=C2)C)F N-[3-[6-(difluoromethoxy)-2,2-dimethyl-3,4-dihydro-2H-1,4-benzoxazin-7-yl]-1-methyl-1H-pyrazol-4-yl]Pyrazolo[1,5-a]Pyrimidine-3-carboxamide